CC=1OC=2C(=NC=CC2C2=CC=CC=C2)N1 2-methyl-7-phenyl-oxazolo[4,5-b]pyridine